chroman-7-yl propionate C(CC)(=O)OC1=CC=C2CCCOC2=C1